OC1=C(C(=CC(=C1)C(F)(F)F)C)C1=CC=C(N=N1)N[C@H]1[C@H]([C@@H](CC1)O)O (1r,2r,3r)-3-((6-(2-hydroxy-6-methyl-4-(trifluoromethyl)phenyl)pyridazin-3-yl)amino)cyclopentane-1,2-diol